FC=1C(=C(C=CC1F)C(=O)N1CC(C1)([C@H]1NCCCC1)O)NC1=C(C=C(C=C1)I)F (S)-[3,4-Difluoro-2-(2-fluoro-4-iodoanilino)phenyl]{3-hydroxy-3-[(2S)-piperidin-2-yl]azetidin-1-yl}methanone